2-[4-[(1S,4S,5R)-5-[[5-cyclopropyl-3-(2,6-dichlorophenyl)-1,2-oxazol-4-yl]methoxy]-2-azabicyclo[2.2.1]heptan-2-yl]phenyl]acetic acid C1(CC1)C1=C(C(=NO1)C1=C(C=CC=C1Cl)Cl)CO[C@H]1[C@@H]2CN([C@H](C1)C2)C2=CC=C(C=C2)CC(=O)O